BrC1=CC=C(C=C1)S(=O)(=O)O.N1(N=CC=C1)CCNC(C1=CC(=CC=C1)N1N=C(N=C1C1=CC=C(C=C1)OC)CC)=O N-(2-(1-1H-pyrazolyl)ethyl)-3-(3-ethyl-5-(4-methoxyphenyl)-1-1H-1,2,4-triazolyl)benzamide p-bromobenzenesulfonate